C(C)(C)(C)OC(N[C@H]1CN(CC1)NC1=C2C(=NC=C1N)N(C=C2)S(=O)(=O)C2=CC=C(C)C=C2)=O (R)-(1-((5-amino-1-p-toluenesulfonyl-1H-pyrrolo[2,3-b]pyridin-4-yl)amino)pyrrolidin-3-yl)carbamic acid tert-butyl ester